[4-(2-hydroxyethyl)phenoxy]benzene OCCC1=CC=C(OC2=CC=CC=C2)C=C1